hexamethyleneglycol e-bis[3-(3,5-di-t-butyl-4-hydroxyphenyl)propionate] C(C)(C)(C)C=1C=C(C=C(C1O)C(C)(C)C)CCC(=O)OCCCCCCOC(CCC1=CC(=C(C(=C1)C(C)(C)C)O)C(C)(C)C)=O